3-fluoro-6-(2-(trifluoromethyl)phenyl)-1,6-naphthyridin-5(6H)-one FC=1C=NC=2C=CN(C(C2C1)=O)C1=C(C=CC=C1)C(F)(F)F